C(C)(C)(C)[Si](C)(C)OC(CC=C)C1=C(C=CC(=C1)F)F tert-butyl-[1-(2,5-difluorophenyl)but-3-enyloxy]-dimethyl-silane